CC1(OC(C=2C(=C3C4C(C(OC3=CC2CCCCC)(C)C)CCC(=C4)C)O1)=O)C 2,2,8,8,11-pentamethyl-5-pentyl-8a,9,10,12a-tetrahydro-4H,8H-benzo[c][1,3]dioxino[4,5-f]chromen-4-one